ClC1=CC(=NC=N1)C(=O)N1\C=C\C(=C(C=C1)O)N1CC2=CC=CC=C2CC1 trans-(6-chloropyrimidin-4-yl)(4-(3,4-dihydroisoquinolin-2(1H)-yl)-5-hydroxyazepin-1-yl)methanone